NICKEL-SODIUM [Na].[Ni]